FC=1C=C(C=CC1F)S(=O)(=O)N1CC2=C(C1)CN(C2)C([C@@H](C2=CC=CC=C2)O)=O (2R)-1-[5-(3,4-difluorobenzenesulfonyl)-1H,2H,3H,4H,5H,6H-pyrrolo[3,4-c]pyrrol-2-yl]-2-hydroxy-2-phenylethan-1-one